COC1=C(C(=C2C(=N1)N=CS2)OC)C2=CNC1=NC(=CC=C12)NC(=O)[C@H]1[C@H](C1)F (1S,2S)-N-(3-{5,7-dimethoxy-[1,3]thiazolo[4,5-b]pyridin-6-yl}-1H-pyrrolo[2,3-b]pyridin-6-yl)-2-fluorocyclopropane-1-carboxamide